2-hydroxy-1-[4-(4-(2-hydroxy-2-methylpropanoyl)benzyl)phenyl]-2-methylpropan-1-one OC(C(=O)C1=CC=C(C=C1)CC1=CC=C(C=C1)C(C(C)(C)O)=O)(C)C